(4S,5S)-5-amino-7-ethyl-4-(4-fluorophenyl)-3-(hydroxymethyl)-1-phenyl-4H,5H-pyrazolo[3,4-b]pyridin-6-one N[C@H]1[C@H](C2=C(N(C1=O)CC)N(N=C2CO)C2=CC=CC=C2)C2=CC=C(C=C2)F